C(C)(C)(C)OC(=O)N1C2=NC=NC(=C2N=C1CN1C(C(=CC=C1)NC([C@H](CC\C=C\C(=O)N(C)C)NC(=O)OC)=O)=O)OC1=C(C=C(C=C1)F)F tert-Butyl-(S,E)-6-(2,4-difluorophenoxy)-8-((3-(7-(dimethylamino)-2-((methoxycarbonyl)amino)-7-oxohept-5-enamido)-2-oxopyridin-1(2H)-yl)methyl)-9H-purin-9-carboxylat